NC1CCC2(CN(C2)C2=C(C=C(C=C2)NC2=NC=C(C(=N2)NC2=C(C=CC=C2)P(C)C)Cl)Cl)CC1 (2-((2-((4-(7-amino-2-azaspiro[3.5]nonan-2-yl)-3-chlorophenyl)amino)-5-chloropyrimidin-4-yl)amino)phenyl)dimethylphosphine